(S)-5-((3-hydroxypyrrolidin-1-yl)methyl)-1-(1H-pyrazol-4-yl)-4,6,7,8-tetrahydro-3H-9-oxa-2-thia-4-azabenzo[cd]azulene-3-one O[C@@H]1CN(CC1)CC=1NC(C=2SC(=C3OCCCC1C23)C=2C=NNC2)=O